C(C)(C)(C)OC(=O)N[C@H](C(=O)OCC1=CC=CC=C1)CC1=NC(=NO1)C1=CC=C(C=C1)OC1=NC=C(C=C1)C(F)(F)F benzyl (S)-2-((tert-butoxy-carbonyl)amino)-3-(3-(4-((5-(trifluoromethyl)pyridin-2-yl)oxy)phenyl)-1,2,4-oxadiazol-5-yl)propanoate